N1CC(C1)N1CCC(CC1)N1CCN(CC1)C1=NC=CC(=N1)COC1=CC=C(C=C1)C(C)(C)C=1C=C(C(=C(C#N)C1)OCCCl)Cl 5-(2-(4-((2-(4-(1-(azetidin-3-yl)piperidin-4-yl)piperazin-1-yl)pyrimidine-4-yl)methoxy)phenyl)propan-2-yl)-3-chloro-2-(2-chloroethoxy)benzonitrile